4-(6-(isopropyl-(propyl)amino)-4-(pyrrolidin-1-yl)picolinamido)benzoic acid C(C)(C)N(C1=CC(=CC(=N1)C(=O)NC1=CC=C(C(=O)O)C=C1)N1CCCC1)CCC